3-morpholinoquinoxalin O1CCN(CC1)C=1C=NC2=CC=CC=C2N1